NC1=NC(=CC(=N1)N1CCC2(C[C@H](NC2)C(=O)O)CC1)O[C@@H](C(F)(F)F)C1=CC=C(C=C1)C1=CC=NC=C1 (S)-8-(2-amino-6-((R)-2,2,2-trifluoro-1-(4-(pyridin-4-yl)phenyl)ethoxy)pyrimidin-4-yl)-2,8-diazaspiro[4.5]decane-3-carboxylic acid